2-fluoro-6-methoxynicotinic acid ethyl ester C(C)OC(C1=C(N=C(C=C1)OC)F)=O